5-Hydroxy-2-phenyl-7-((6-(3,4-dimethylphenylamino)-2-methylpyridin-4-yl)oxy)-4H-chromen-4-one OC1=C2C(C=C(OC2=CC(=C1)OC1=CC(=NC(=C1)NC1=CC(=C(C=C1)C)C)C)C1=CC=CC=C1)=O